C1(CCCC1)C(C)(O)C1=CN(C2=CN=CC=C21)C 3-(1-cyclopentyl-1-hydroxyethyl)-1-methyl-1H-pyrrolo[2,3-c]pyridin